1-({(2R,4S)-2-[2-Chloro-4-(4-chlorophenoxy)phenyl]-4-methyl-1,3-dioxolan-2-yl}methyl)-1H-1,2,4-triazole ClC1=C(C=CC(=C1)OC1=CC=C(C=C1)Cl)[C@]1(OC[C@@H](O1)C)CN1N=CN=C1